8-bromo-2-methyl-6-morpholino-3H-pyrido[4,3-d]pyrimidine-4,7-dione BrC=1C(N(C=C2C1N=C(NC2=O)C)N2CCOCC2)=O